2-(2,6-dimethyl-4-(3-(4-(4-(methylthio)benzyl)piperazin-1-yl)propyl)phenoxy)-2-methylpropanoic acid CC1=C(OC(C(=O)O)(C)C)C(=CC(=C1)CCCN1CCN(CC1)CC1=CC=C(C=C1)SC)C